NCCCCCN(C(CCC(NCCCCCN(C(CCC(NCCCCCN(C(C)=O)O)=O)=O)O)=O)=O)O 30-amino-3,14,25-trihydroxy-3,9,14,20,25-pentaazatriacontane-2,10,13,21,24-pentone